FC(C1=CC=C(C=N1)B(O)O)(F)F [6-(trifluoromethyl)pyridin-3-yl]boranediol